CN(CCC1=NNC=C1NC1=CC=CC=C1)C [2-(dimethylamino)ethyl]-N-phenyl-pyrazol-4-amine